benzyl [(1S)-1-(5-phenyl-1H-imidazol-2-yl)ethyl]carbamate C1(=CC=CC=C1)C1=CN=C(N1)[C@H](C)NC(OCC1=CC=CC=C1)=O